NC1=C(C=C(C(=O)C2=CC=C3C(=CC=CN23)C2=C(C=C3CN(C(C3=C2)=O)C)C(F)(F)F)C=C1F)F 6-(3-(4-amino-3,5-difluorobenzoyl)indolizin-8-yl)-2-methyl-5-(trifluoromethyl)isoindolin-1-one